C(#N)C1CN(C1)C=1SC(=C(N1)C1=CC(=CC=C1)C#N)C1=CC(=NC(=C1)C)C 3-cyano-N-[4-(3-cyanophenyl)-5-(2,6-dimethyl-4-pyridyl)thiazol-2-yl]azetidine